Methylcyclopropyl-Diphenylphosphine CC1=C(C=CC=C1)P(C1=CC=CC=C1)C1CC1